OC[C@H](C1=CC=CC=C1)NC1=CC(=NC=C1C=1OC(=NN1)C=1C=NC=CC1)NC1=CC=C2C(N(N(C2=C1)C(C)C)C)=O (S)-6-((4-((2-hydroxy-1-phenylethyl)amino)-5-(5-(pyridin-3-yl)-1,3,4-oxadiazol-2-yl)pyridin-2-yl)amino)-1-isopropyl-2-methyl-1,2-dihydro-3H-indazol-3-one